ClN1C(CC=2C=CCC(C12)=C(C1=CC=CC=C1)C1=CC=CC=C1)=O chloro-7-diphenylmethyleneindolin-2-one